BrC1=CC=NC2=CC=C(C=C12)C 4-bromo-6-methylquinoline